methyl-1,2,5-oxadiazole-3-carboxamide CC=1C(=NON1)C(=O)N